F[C@H]1CN(CC[C@H]1NC1=CC=CC=2N1N=C(C2CC(F)(F)F)C#CCNC(=O)[C@H]2COCC2)C (3R)-N-[3-(7-{[(3S,4R)-3-fluoro-1-methylpiperidin-4-yl]amino}-3-(2,2,2-trifluoroethyl)pyrazolo[1,5-a]pyridin-2-yl)prop-2-yn-1-yl]tetrahydrofuran-3-carboxamide